C1(=CC=CC=C1)/C=C/COC1C(C(C(CO1)O)O)O 6-[(E)-3-phenylprop-2-enoxy]oxane-3,4,5-triol